pentylindole CCCCCC1=CC2=CC=CC=C2N1